2-methacryloxy-n-pentylthio-5-ethylthio-1,3,4-thiadiazole C(C(=C)C)(=O)OC(CSC=1SC(=NN1)SCC)CCC